4-N-methylbenzene-1,2,4-triamine CNC=1C=C(C(=CC1)N)N